(E)-1-(2,6,6-trimethyl-3-cyclohexen-1-yl)-2-buten CC1C(C(CC=C1)(C)C)C\C=C\C